3-(4-(3-(4H-1,2,4-Triazol-3-yl)piperidin-1-yl)pyrimidin-2-yl)-6-(trifluoromethyl)imidazo[1,2-a]pyrazine N=1N=C(NC1)C1CN(CCC1)C1=NC(=NC=C1)C1=CN=C2N1C=C(N=C2)C(F)(F)F